1-benzyl-4-(2,5-dichloro-4-pyridyl)piperidin-4-amine C(C1=CC=CC=C1)N1CCC(CC1)(N)C1=CC(=NC=C1Cl)Cl